COC1=CC=C(C=C1)C[C@@H](C(=O)OC)NC([C@H](C)N1N=NC(=C1)CN1CCOCC1)=O (S)-methyl 3-(4-methoxyphenyl)-2-((S)-2-(4-(morpholinomethyl)-1H-1,2,3-triazol-1-yl)propionamido)propanoate